N-{2-(dimethylamino)-8-[{6-(trifluoromethyl)pyridin-3-yl}oxy]-5,6,7,8-tetrahydroquinolin-5-yl}acrylamide CN(C1=NC=2C(CCC(C2C=C1)NC(C=C)=O)OC=1C=NC(=CC1)C(F)(F)F)C